4-((5-(4-benzyloxyphenyl)-2-furyl)methyl)-N2-isobutyl-2,4-pyrimidinediamine C(C1=CC=CC=C1)OC1=CC=C(C=C1)C1=CC=C(O1)CC1(NC(=NC=C1)NCC(C)C)N